N-(2-chloroethyl)-2'-cyano-[1,1'-biphenyl]-4-sulfonamide ClCCNS(=O)(=O)C1=CC=C(C=C1)C1=C(C=CC=C1)C#N